CN(C(=O)N1CC=2N(CC1)C(=CN2)C#CC2=CC(=CC=C2)C)C N,N-dimethyl-3-[(3-methylphenyl)ethynyl]-5,6-dihydroimidazo[1,2-a]pyrazine-7(8H)-carboxamide